methyl ammonioacrylate [NH3+]C(C(=O)OC)=C